4-(4-(trifluoromethyl)phenyl)-4,5-dihydro-7H-spiro[pyrazolo[1,5-a]pyrimidine-6,3'-pyrrolidin]-2'-one FC(C1=CC=C(C=C1)N1C=2N(CC3(C(NCC3)=O)C1)N=CC2)(F)F